N1C=CC2=CC=C(C=C12)C1=C(C(=O)O)C=CC=C1C#CC=1C=C2CCN(CC2=CC1)S(=O)(=O)C(C)C 2-(1H-indol-6-yl)-3-((2-(isopropylsulfonyl)-1,2,3,4-tetrahydroisoquinolin-6-yl)ethynyl)benzoic Acid